O=C1N(C(C=C1)=O)CCCCCC(=O)NCCC(=O)NC1=C(O[C@H]2[C@@H]([C@H]([C@@H]([C@H](O2)C(=O)O)O)O)O)C=CC(=C1)COC=O (2S,3S,4S,5R,6S)-6-(2-{3-[6-(2,5-dioxo-2,5-dihydro-1H-pyrrol-1-yl)hexanamido]propanamido}-4-[(formyloxy)methyl]phenoxy)-3,4,5-trihydroxyoxane-2-carboxylic acid